2-amino-2-(5-bromopyrazin-2-yl)acetonitrile NC(C#N)C1=NC=C(N=C1)Br